F[P-](F)(F)(F)(F)F.N(=[N+]=[N-])C=1N(CC[N+]1C(C)C)C(C)C 2-azido-1,3-diisopropyl-4,5-dihydro-1H-imidazol-3-ium hexafluoro-phosphate